2-((7-methoxyimidazo[1,2-a]pyridin-6-yl)thio)-2-methylpropan-1-ol COC1=CC=2N(C=C1SC(CO)(C)C)C=CN2